r-methyl-1',2',3',6'-tetrahydro-[4,4'-bipyridine]-2-carbonitrile CC=1C(=NC=CC1C=1CCNCC1)C#N